FC(N1C=2C=3C=CN=C([C@@H](CCC[C@H](C(NC2C=N1)=O)C)NC(OC(C)(C)C)=O)C3)F tert-butyl N-[(9R,13R)-3-(difluoromethyl)-9-methyl-8-oxo-3,4,7,15-tetraazatricyclo[12.3.1.02,6]octadeca-1(18),2(6),4,14,16-pentaen-13-yl]carbamate